COCC=1C=C(C(=NC1)C=1NC(C(N1)(C(C)C)C)=O)C(=O)O 5-(methoxymethyl)-2-(4-methyl-5-oxo-4-propan-2-yl-1H-imidazol-2-yl)pyridine-3-carboxylic acid